ethyl-glutamate C(C)N[C@@H](CCC(=O)[O-])C(=O)[O-]